(2R)-2-Amino-3-carboxymethylsulfanyl-propanoic acid N[C@H](C(=O)O)CSCC(=O)O